(S)-N-(1-cycloheptyl-2-((5-(3,5-dimethyl-4H-1,2,4-triazol-4-yl)pyridin-2-yl)amino)-2-oxoethyl)-1-methyl-1H-pyrazole-5-carboxamide C1(CCCCCC1)[C@@H](C(=O)NC1=NC=C(C=C1)N1C(=NN=C1C)C)NC(=O)C1=CC=NN1C